N(=C=O)CC1SCC(SC1)CN=C=O 2,5-diisocyanatomethyl-1,4-dithiane